6-butyl-4-(2-chlorophenyl)-9-hydroxypyrrolo[3,4-c]carbazole-1,3(2H,6H)-dione C(CCC)N1C=2C=CC(=CC2C=2C3=C(C(=CC12)C1=C(C=CC=C1)Cl)C(NC3=O)=O)O